CC(OCC)(OCC)C dimethyldiethoxymethane